C[C@H]1CC[C@H](CN1C(CC=1C=NC=CC1)=O)C(=O)OC methyl (3R,6S)-6-methyl-1-(2-(pyridin-3-yl)acetyl)piperidine-3-carboxylate